OC=1C=C(C=CC1NCC#CC=1N(C2=CC=CC(=C2C1)NC1CCN(CC1)CC(COC)O)CC(F)(F)F)S(=O)(=O)N 3-hydroxy-4-{[3-(4-{[1-(2-hydroxy-3-methoxypropyl)piperidin-4-yl]amino}-1-(2,2,2-trifluoroethyl)-1H-indol-2-yl)prop-2-yn-1-yl]amino}benzene-1-sulfonamide